6-(4-cyclopropyl-6-methoxypyrimidin-5-yl)-1-(4-(5-ethoxy-3-(trifluoromethyl)-1H-pyrazol-1-yl)benzyl)-1H-pyrazolo[3,4-d]pyrimidine C1(CC1)C1=NC=NC(=C1C1=NC=C2C(=N1)N(N=C2)CC2=CC=C(C=C2)N2N=C(C=C2OCC)C(F)(F)F)OC